3-iodo-5-(4-methoxypyridin-3-yl)-7-(trifluoromethyl)-1H-pyrazolo[3,4-c]pyridine IC1=NNC2=C(N=C(C=C21)C=2C=NC=CC2OC)C(F)(F)F